N-[(2-azido-8-chloroquinolin-7-yl)methyl]-N-(2-methanesulfonylphenyl)pyridine-3-carboxamide N(=[N+]=[N-])C1=NC2=C(C(=CC=C2C=C1)CN(C(=O)C=1C=NC=CC1)C1=C(C=CC=C1)S(=O)(=O)C)Cl